N-(5-methyl-4-(1-(1-methyl-1H-imidazole-5-carbonyl)indol-5-yl)thiazol-2-yl)acetamide CC1=C(N=C(S1)NC(C)=O)C=1C=C2C=CN(C2=CC1)C(=O)C1=CN=CN1C